C(C)OC(=O)C=1C(=NC(=NC1)N)OC1CCCC1 2-amino-4-(cyclopentyloxy)pyrimidine-5-carboxylic acid ethyl ester